3-chlorobenzyl (2S,4R)-4-amino-2-(4-(((S)-6-guanidino-1-(methylamino)-1-oxohexan-2-yl)carbamoyl)thiazol-2-yl)pyrrolidine-1-carboxylate N[C@@H]1C[C@H](N(C1)C(=O)OCC1=CC(=CC=C1)Cl)C=1SC=C(N1)C(N[C@H](C(=O)NC)CCCCNC(=N)N)=O